(E)-4-(2-carboxyvinyl)benzoic acid C(=O)(O)/C=C/C1=CC=C(C(=O)O)C=C1